COC1=CC=C(C=N1)C1=CN=C(N1)CNC1=NC(=NC=2N1N=CC2C(F)(F)F)N2CCOCC2 N-{[5-(6-methoxypyridin-3-yl)-1H-imidazol-2-yl]methyl}-2-(morpholin-4-yl)-8-(trifluoromethyl)pyrazolo[1,5-a][1,3,5]triazin-4-amine